2-[(2-chloro-5-pyrimidin-2-yl-phenyl)methylamino]-5-propyl-4H-[1,2,4]triazolo[1,5-a]-pyrimidin-7-one ClC1=C(C=C(C=C1)C1=NC=CC=N1)CNC1=NN2C(NC(=CC2=O)CCC)=N1